O1C=2C(OCC1COCCC(S(=O)(=O)[O-])CCCC)=CSC2.[Na+] sodium 3-[(2,3-dihydrothieno[3,4-b][1,4]dioxin-2-yl) methoxy]-1-butyl-1-propanesulfonate